4-((6-phenylpyridin-3-yl)methyl)piperazine-2,3-dione C1(=CC=CC=C1)C1=CC=C(C=N1)CN1C(C(NCC1)=O)=O